2,3-naphthalenedicarboxylic anhydride C1=C2C(=CC3=CC=CC=C13)C(=O)OC2=O